tert-Butyl ((2-(6-aminohexyl)-6-methylpyridin-3-yl)sulfonyl)-L-prolinate NCCCCCCC1=NC(=CC=C1S(=O)(=O)N1[C@@H](CCC1)C(=O)OC(C)(C)C)C